(1-(pyridin-3-yl)-3-azabicyclo[3.1.0]hexane-6-yl)methanol-trifluoroacetate salt FC(C(=O)O)(F)F.N1=CC(=CC=C1)C12CNCC2C1CO